[3-(pyrazin-2-ylamino)-1-(2,2,2-trifluoroethyl)pyrazolo[4,3-c]pyridin-6-yl]methanone N1=C(C=NC=C1)NC1=NN(C2=C1C=NC(=C2)C=O)CC(F)(F)F